tert-butyl 3-(5-(1-ethoxyvinyl)thiophen-2-yl)morpholine-4-carboxylate C(C)OC(=C)C1=CC=C(S1)C1N(CCOC1)C(=O)OC(C)(C)C